[NH+]=1NN=NC1.C(C)N1C=[N+](C=C1)C 1-ethyl-3-methylimidazolium tetrazolium salt